(3-(Trifluoro-methyl)phenyl)boronic acid FC(C=1C=C(C=CC1)B(O)O)(F)F